6-methyl-2-(3-methyl-1H-pyrazol-4-yl)-5,7-dihydro-3-oxa-1-thia-7-azaacenaphthylen-8(4H)-one CC1=C2CCOC3=C(SC(C(N1)=O)=C32)C=3C(=NNC3)C